BrC1=CC=C(CN2C(\C(\C3=CC(=CC=C23)N)=C/C=2NC(=CC2C)C)=O)C=C1 (Z)-1-(4-bromobenzyl)-3-((3,5-dimethyl-1H-pyrrol-2-yl)methylene)-5-amino-2-indolone